2-(fluoromethyl)oxirane FCC1OC1